8-(((9H-fluoren-9-yl)methoxy)carbonyl)-2,2-dimethyl-4,10-dioxo-3,14,17-trioxa-5,8,11-triaza-eicosane C1=CC=CC=2C3=CC=CC=C3C(C12)COC(=O)N(CCNC(OC(C)(C)C)=O)CC(NCCOCCOCCC)=O